5-(5-(3,4-dichloro-5-(trifluoromethyl)phenyl)-5-(trifluoromethyl)-4,5-dihydroisoxazol-3-yl)-3-methylpyridinenitrile ClC=1C=C(C=C(C1Cl)C(F)(F)F)C1(CC(=NO1)C=1C=C(C(=NC1)C#N)C)C(F)(F)F